NC=1C(=NC(=C(C1)C(F)(F)F)Br)CCC(=O)OCC ethyl 3-(3-amino-6-bromo-5-(trifluoromethyl)pyridin-2-yl)propanoate